C(C)(C)(C)OC(=O)N1CC(C1)C1=NN(C2=CN=CC(=C21)F)CC2=NC=C(C=C2)C(F)(F)F.FC2(C(C2)CC(=O)N)F 2-(2,2-difluorocyclopropyl)acetamide tert-Butyl-3-(4-fluoro-1-{[5-(trifluoromethyl)pyridin-2-yl]methyl}-1H-pyrazolo[3,4-c]pyridin-3-yl)azetidine-1-carboxylate